FC=1C=CC(=NC1)OCC=1N=C2N(C=C(C=N2)C=2C=NC(=CC2)C(F)(F)F)C1 2-[(5-fluoro-2-pyridyl)oxymethyl]-6-[6-(trifluoromethyl)-3-pyridyl]imidazo[1,2-a]pyrimidine